[(2S,3R)-3-(1-methylcyclobutoxy)-2-[(2,2,2-trifluoroacetyl)amino]butanoyl]-3-azabicyclo[3.1.0]hexane-2-carboxamide CC1(CCC1)O[C@@H]([C@@H](C(=O)C12C(NCC2C1)C(=O)N)NC(C(F)(F)F)=O)C